(benzyloxy carbonylamino)-3-(((S)-2-(tert-butoxycarbonylamino)butanamido)methyl)-6-(4,4,5,5-tetramethyl-1,3,2-dioxaborolan-2-yl)hexanoate C(C1=CC=CC=C1)OC(=O)NC(C(=O)[O-])C(CCCB1OC(C(O1)(C)C)(C)C)CNC([C@H](CC)NC(=O)OC(C)(C)C)=O